C(CCCCCCCCCCCCCCCCCCCCC)OC(C1=CC=C(C=C1)O)=O 4-hydroxybenzoic behenylester